N-(4,4-dimethoxy-3-methyl-tetrahydropyran-3-yl)-2-methyl-propane-2-sulfinamide COC1(C(COCC1)(C)NS(=O)C(C)(C)C)OC